C(C)(C)(C)OC(=O)N1C(C=CCC1)C1=CC=C2C(=NN(C2=C1)C)N1C(NC(CC1)=O)=O (3-(2,4-Dioxotetrahydropyrimidin-1(2H)-yl)-1-methyl-1H-indazol-6-yl)-5,6-dihydropyridine-1(2H)-carboxylic acid tert-butyl ester